[Si](C1=CC=CC=C1)(C1=CC=CC=C1)(C(C)(C)C)OCC1(CC1)CN1CCC(CC1)=CF 1-((1-(((tert-butyldiphenylsilyl)oxy)methyl)cyclopropyl)methyl)-4-(fluoromethylene)piperidine